tert-butyl (5-((5-(3-chloro-4-fluorophenyl)-6-methoxypyridin-3-yl)methyl)pyrazin-2-yl)carbamate ClC=1C=C(C=CC1F)C=1C=C(C=NC1OC)CC=1N=CC(=NC1)NC(OC(C)(C)C)=O